C(=O)C1=CC=C(S1)C1=CC=CC=2N1N=C(N2)NC(=O)C2CC2 N-[5-(5-formyl-2-thienyl)-[1,2,4]triazolo[1,5-a]pyridin-2-yl]cyclopropanecarboxamide